N1=C(C=CC=C1)C1CCC(CCCCCCC1)=O pyridinylcycloundecan-4-one